ClC1=C(C=C(C=C1[N+](=O)[O-])C(C)(C)C)[N+](=O)[O-] 2-chloro-5-tertiary butyl-1,3-dinitrobenzene